C(C)(C)(C)OC(=O)N1CC2(CC1)CCNCC2.C(#N)C=2C(=NC(=CC2C(F)(F)F)C)N2[C@@H](C[C@H](C2)O)C(=O)N(C=2C=C(C=CC2)C)C (2S,4R)-1-(3-cyano-6-methyl-4-(trifluoromethyl)pyridin-2-yl)-4-hydroxy-N-methyl-N-(m-tolyl)pyrrolidine-2-carboxamide tert-butyl-2,8-diazaspiro[4.5]decane-2-carboxylate